C1(=CC=CC=C1)[C@H]1CC[C@H](CC1)OC[C@@H]1N(CCC[C@@H]1NS(=O)(=O)C)C(=O)C1CCOCC1 N-(cis-2-(((cis-4-phenylcyclohexyl)oxy)methyl)-1-(tetrahydro-2H-pyran-4-ylcarbonyl)piperidin-3-yl)methanesulfonamide